tert-butyl (S)-2-((((9H-fluoren-9-yl)methoxy)carbonyl)amino)-3-(4-cyanothiophen-2-yl)propanoate C1=CC=CC=2C3=CC=CC=C3C(C12)COC(=O)N[C@H](C(=O)OC(C)(C)C)CC=1SC=C(C1)C#N